tri-methyleneglycol C(CCO)O